C(CCCCCCCCCCCCCCC(C)C)C1CC(CCC1)O 3-isostearyl-cyclohexanol